C(C)C1=CC=C(C=C1)N1C(C2(CC1=O)N1N(C=3C=CC=CC32)CC(C1=O)(C)C)=O 1'-(4-Ethylphenyl)-2,2-dimethyl-2,3-dihydro-1H-spiro[pyrazolo[1,2-a]indazole-9,3'-pyrrolidine]-1,2',5'-trione